tert-butyl N-[2-[4-[2-(2,6-dioxo-3-piperidyl)-1,3-dioxo-isoindolin-5-yl]piperazin-1-yl]ethyl]-N-methyl-carbamate O=C1NC(CCC1N1C(C2=CC=C(C=C2C1=O)N1CCN(CC1)CCN(C(OC(C)(C)C)=O)C)=O)=O